C(C)(=O)OC[C@]1(C(C1)(F)F)CN1CCC1 (R)-(1-(azetidin-1-ylmethyl)-2,2-difluorocyclopropyl)methyl acetate